dichloro(p-isopropylphenyl-methane) ruthenium (II) [Ru+2].ClC(C1=CC=C(C=C1)C(C)C)Cl